DL-alanyl-DL-leucine N[C@@H](C)C(=O)N[C@@H](CC(C)C)C(=O)O |&1:1,&2:6|